[Si](C)(C)(C(C)(C)C)OCCOCC1=CC(=C2CN(C(C2=C1)=O)C1=NC(=CC(=C1)C1=C(C=C(C=C1)F)C1=NN=CN1C)C1CC1)C(F)(F)F 6-((2-((tert-Butyldimethylsilyl)oxy)ethoxy)methyl)-2-(6-cyclopropyl-4-(4-fluoro-2-(4-methyl-4H-1,2,4-triazol-3-yl)phenyl)pyridin-2-yl)-4-(trifluoromethyl)isoindolin-1-one